N,N'-(2,2'-dimethyl-[1,1'-biphenyl]-3,3'-diyl)bis(5-formylpicolinamide) CC1=C(C=CC=C1NC(C1=NC=C(C=C1)C=O)=O)C1=C(C(=CC=C1)NC(C1=NC=C(C=C1)C=O)=O)C